2,3,5,6-tetrafluorophenyl (S)-44-((tert-butoxycarbonyl)amino)-38-oxo-2,5,8,11,14,17,20,23,26,29,32,35-dodecaoxa-39-azapentatetracontan-45-oate C(C)(C)(C)OC(=O)N[C@@H](CCCCNC(CCOCCOCCOCCOCCOCCOCCOCCOCCOCCOCCOCCOC)=O)C(=O)OC1=C(C(=CC(=C1F)F)F)F